2-({[2-(3,3-difluoroazetidin-1-yl)-4-methylpyridin-3-yl]methyl}sulfanyl)-3H,5H,6H,7H-cyclopenta[d]pyrimidin-4-one FC1(CN(C1)C1=NC=CC(=C1CSC=1NC(C2=C(N1)CCC2)=O)C)F